N-(4-hydroxy-3-methylphenyl-methylene)-p-hydroxyaniline OC1=C(C=C(C=C1)C=NC1=CC=C(C=C1)O)C